(S)-2-((1-methyl-1H-indazol-3-yl)amino)-4-((2-((2-methylpyridin-3-yl)oxy)ethyl)(4-(5,6,7,8-tetrahydro-1,8-naphthyridin-2-yl)butyl)amino)butanoic acid CN1N=C(C2=CC=CC=C12)N[C@H](C(=O)O)CCN(CCCCC1=NC=2NCCCC2C=C1)CCOC=1C(=NC=CC1)C